diethoxymethylacetylene C(C)OC(OCC)C#C